O1CC(C(C1)O)O Oxolane-3,4-diol